(1-methylheptyl) ((1-methylheptyl) phosphonate) CC(CCCCCC)P(OC(CCCCCC)C)([O-])=O